C(C1=CC=CC=C1)O[C@@H]1C[C@H](NC1)C(=O)O (2S,4R)-4-benzyloxypyrrolidine-2-carboxylic acid